ClC=1C=C(C=CC1F)C=1SC=C2N=CN(C(C21)=O)CC(N2CCCC2)=O 5-(3-chloro-4-fluorophenyl)-3-(2-oxo-2-(pyrrolidin-1-yl)ethyl)thieno[3,4-d]pyrimidin-4(3H)-one